C(CCC)C(C(=O)O)S.C(CCC)C(C(=O)O)S butyl-thioglycolic acid (butyl)thioglycolate